C(C)(C)(C)OC(=O)N1CCN(CC1)C=1C=C(C(=O)NCC(=O)O)C=CC1NC(=O)C=1NC(=C(C1)Br)Br (3-(4-(tert-butoxycarbonyl)piperazin-1-yl)-4-(4,5-dibromo-1H-pyrrole-2-carboxamido)benzoyl)glycine